(S)-quinuclidin-3-yl (6-(3-chlorophenyl)-2,2-dimethyl-2,3-dihydro-1H-inden-1-yl)carbamat ClC=1C=C(C=CC1)C1=CC=C2CC(C(C2=C1)NC(O[C@@H]1CN2CCC1CC2)=O)(C)C